N-(oxetan-3-yl)-4H-pyrrolo[3,2-d]thiazole-2-carboxamide O1CC(C1)NC(=O)C=1SC2=C(N1)C=CN2